O1COC2=C1C=CC(=C2)C(=O)N2CC(C(=CC2)C2=C1C(=NC(=C2)NC(=O)C2CC2)NC=C1)C N-(4-(1-(benzo[d][1,3]dioxol-5-carbonyl)-3-methyl-1,2,3,6-tetrahydropyridin-4-yl)-1H-pyrrolo[2,3-b]pyridin-6-yl)cyclopropylcarboxamide